Methyl 2-(4-amino-1-cyclohexyl-1H-pyrazolo[3,4-d]pyrimidin-3-yl)-1H-indole-6-carboxylate NC1=C2C(=NC=N1)N(N=C2C=2NC1=CC(=CC=C1C2)C(=O)OC)C2CCCCC2